C1(CC1)CN(C(OC(C)(C)C)=O)[C@H]1CN(CCC1)C1=CC(N(C=C1)C(C)N1N=NC(=C1)C1=NC(=CN=C1)N1C[C@H](CC1)C)=O tert-butyl (cyclopropylmethyl)((3R)-1-(1-(1-(4-(6-((S)-3-methylpyrrolidin-1-yl)pyrazin-2-yl)-1H-1,2,3-triazol-1-yl)ethyl)-2-oxo-1,2-dihydropyridin-4-yl)piperidin-3-yl)carbamate